2,2,2-Trifluoro-1-(4-(pyridin-4-ylmethyl)-1-((2-(trimethylsilyl)ethoxy)methyl)-1H-imidazol-2-yl)ethanol FC(C(O)C=1N(C=C(N1)CC1=CC=NC=C1)COCC[Si](C)(C)C)(F)F